3-phenyl-5-(pyridin-2-ylmethylene)-2-mercaptothiazole C1(=CC=CC=C1)N1C(SC(C1)=CC1=NC=CC=C1)S